Methyl (S)-2-((5-((tert-butoxycarbonyl)amino)-7-chloro-1-((2-(trimethylsilyl)ethoxy)methyl)-1H-pyrrolo[3,2-b]pyridin-2-yl)methyl)-5-fluoro-3-oxo-1-(2-oxoethyl)isoindoline-1-carboxylate C(C)(C)(C)OC(=O)NC1=CC(=C2C(=N1)C=C(N2COCC[Si](C)(C)C)CN2[C@@](C1=CC=C(C=C1C2=O)F)(C(=O)OC)CC=O)Cl